(R)-oxetan-3-yl(6-(4-(2-((1-(trifluoromethyl)cyclopropyl)methoxy)phenyl)piperidin-1-yl)-2-azaspiro[3.4]octan-2-yl)methanone O1CC(C1)C(=O)N1CC2(C1)C[C@@H](CC2)N2CCC(CC2)C2=C(C=CC=C2)OCC2(CC2)C(F)(F)F